6-(5-bromo-3-ethylsulfanyl-2-pyridyl)-7-methyl-3-(trifluoromethyl)imidazo[4,5-c]pyridazine BrC=1C=C(C(=NC1)C1=NC2=C(N=NC(=C2)C(F)(F)F)N1C)SCC